dimethyl-3,4'-sulfonyldibenzoate COC(C1=CC(=CC=C1)S(=O)(=O)C1=CC=C(C(=O)OC)C=C1)=O